C(C1=CC=C(C=C1)N=C=O)C1=CC=C(C=C1)N=C=O 4,4'-methylene-diphenyl isocyanate